C(C1=CC=CC=C1)OC(=O)N1C2=CCCC1CC2 benzyl-8-azabicyclo[3.2.1]octene-8-carboxylate